1-Tert-butyl 4-(4-(3-(4-methoxybenzyl)-2,4-dioxotetrahydropyrimidin-1(2H)-yl)isoquinolin-7-yl)-5,6-dihydropyridine-1(2H)-carboxylate COC1=CC=C(CN2C(N(CCC2=O)C2=CN=CC3=CC(=CC=C23)C2=CCN(CC2)C(=O)OC(C)(C)C)=O)C=C1